O1CCN(CC1)CCN1N=CC(=C1)C1=NC=2N3C(N(C(C2N1)=O)CCC)=NC=C3 2-[1-(2-morpholinoethyl)pyrazol-4-yl]-5-propyl-3H-imidazo[2,1-B]purin-4-one